1,3-diallyl-5-glycidyl-1,3,5-triazine C(C=C)N1CN(CN(C1)CC1CO1)CC=C